C(#N)CC(O)[C@H]1N(C(OC1)(C)C)C(=O)OC(C)(C)C tert-butyl (4S)-4-(2-cyano-1-hydroxyethyl)-2,2-dimethyloxazolidine-3-carboxylate